Cl.C(=O)(N1C=NC=C1)N1C=NC=C1 carbonyldiimidazole HCl